((2R,3S)-5-methoxy-3-(naphthalen-2-ylmethoxy)tetrahydrofuran-2-yl)methanol COC1C[C@@H]([C@H](O1)CO)OCC1=CC2=CC=CC=C2C=C1